7-((4-methoxybenzyl)oxy)-2,5,8,8-tetramethyl-3-(((2,2,2-trichloroethoxy)carbonyl)-oxy)-nonanoic acid COC1=CC=C(COC(CC(CC(C(C(=O)O)C)OC(=O)OCC(Cl)(Cl)Cl)C)C(C)(C)C)C=C1